2-cyclopropyl-9-(4-(difluoromethoxy)phenyl)-7-(1',2'-dihydro-4'H-spiro[cyclopropane-1,3'-pyrazino[1,2-b]indazol]-9'-yl)-8H-pyrido[1,2-a]pyrimidin-8-one C1(CC1)C1=NC=2N(C=C1)C=C(C(C2C2=CC=C(C=C2)OC(F)F)=O)C2=CC1=C3N(N=C1C=C2)CC2(NC3)CC2